C1(=CC=CC=C1)C1OCC1 2-phenyloxetane